C=C1C(CCCC1)=C 1,2-dimethylenecyclohexane